C(CCC)[C@H]1N(S(C2=C(N(C1)C1CCN(CC1)S(=O)(=O)C)C=C(C(=C2)O\C=C(\C(=O)O)/F)SC)(=O)=O)C (R,Z)-3-((3-butyl-2-methyl-5-(1-(methylsulfonyl)piperidin-4-yl)-7-(methylthio)-1,1-dioxido-2,3,4,5-tetrahydrobenzo[f][1,2,5]thiadiazepin-8-yl)oxy)-2-fluoroacrylic acid